(2-(4-((tert-butoxycarbonyl)amino)piperidin-1-yl)thiazole-4-carbonyl)-O-(tert-butyldimethylsilyl)-Z-serine C(C)(C)(C)OC(=O)NC1CCN(CC1)C=1SC=C(N1)C(=O)N[C@@H](CO[Si](C)(C)C(C)(C)C)C(=O)O